N-(cyclopropyl(methyl)(oxo)-λ6-sulfaneylidene)-4-(5-(trifluoromethyl)-1,2,4-oxadiazol-3-yl)benzamide C1(CC1)S(=NC(C1=CC=C(C=C1)C1=NOC(=N1)C(F)(F)F)=O)(=O)C